ClC1=CC=C2C(NC(=NC2=C1)NC1=CC=CC=C1)=O 7-chloro-2-(phenylamino)quinazolin-4(3H)-one